2-Methyl-7-vinylthiazolo[5,4-b]pyridine-6-carboxylic acid CC=1SC2=NC=C(C(=C2N1)C=C)C(=O)O